The molecule is a branched amino nonasaccharide consisting of an alpha-D-galactosamine residue to which are attached (1->3) and (1->6) two beta-D-galactosyl-(1->4)-N-acetyl-beta-D-glucosaminyl-(1->3)-beta-D-galactosyl-(1->4)-N-acetyl-beta-D-glucosaminyl tetrasaccharide branches. It is an amino nonasaccharide, a galactosamine oligosaccharide and a glucosamine oligosaccharide. CC(=O)N[C@@H]1[C@H]([C@@H]([C@H](O[C@H]1OC[C@@H]2[C@@H]([C@@H]([C@H]([C@H](O2)O)NC(=O)C)O[C@H]3[C@@H]([C@H]([C@@H]([C@H](O3)CO)O[C@H]4[C@@H]([C@H]([C@H]([C@H](O4)CO)O)O[C@H]5[C@@H]([C@H]([C@@H]([C@H](O5)CO)O[C@H]6[C@@H]([C@H]([C@H]([C@H](O6)CO)O)O)O)O)NC(=O)C)O)O)NC(=O)C)O)CO)O[C@H]7[C@@H]([C@H]([C@H]([C@H](O7)CO)O)O[C@H]8[C@@H]([C@H]([C@@H]([C@H](O8)CO)O[C@H]9[C@@H]([C@H]([C@H]([C@H](O9)CO)O)O)O)O)NC(=O)C)O)O